2-hydroxy-3-methoxy-5-nitrobenzoic acid OC1=C(C(=O)O)C=C(C=C1OC)[N+](=O)[O-]